ClC=1C=C(C=CC1N1C(N(C=C1)C)=O)C1=C(C(=CC(=C1)F)C1=CC(=NC=C1)N1CCN(CC1)CC)O 1-(3-chloro-3'-(2-(4-ethylpiperazin-1-yl)pyridin-4-yl)-5'-fluoro-2'-hydroxy-[1,1'-biphenyl]-4-yl)-3-methyl-1H-imidazol-2(3H)-one